COC1=CC2=C(C=C1)C1=C(CNCCC1)O2 8-methoxy-2,3,4,5-tetrahydro-1H-benzofuro[2,3-c]azepine